3-(5-chloropyrimidin-2-yl)oxy-2-(4,4,4-trifluorobutylsulfanyl)benzonitrile ClC=1C=NC(=NC1)OC=1C(=C(C#N)C=CC1)SCCCC(F)(F)F